FC(CCCCCCC)C(=O)O fluorooctanecarboxylic acid